COC1=C(CNC2=CC3=C(C(C4=C(OC3)C=C3C(=C4)OCO3)=O)C=C2F)C=CC(=C1)OC 8-((2,4-dimethoxybenzyl)amino)-9-fluoro-[1,3]dioxolo[4',5':4,5]benzo[1,2-b]benzo[e]oxepin-11(6H)-one